ClC1=CC=2C(OC(C3=CC=C(C=C3C3=CC=C(C(NS(C(=C1O)C2)(=O)=O)=C3)OC)F)CF)=O 13-Chloro-4-fluoro-8-(fluoromethyl)-14-hydroxy-19-methoxy-16,16-dioxo-9-oxa-16λ6-thia-17-azatetracyclo[16.3.1.111,15.02,7]tricosa-1(21),2,4,6,11(23),12,14,18(22),19-nonaen-10-one